(1-tetrahydropyran-2-ylpyrazol-4-yl)acetonitrile O1C(CCCC1)N1N=CC(=C1)CC#N